(S)-3-((S)-2-(hydroxymethyl)-4-methyl-6-oxo-3,4,6,8-tetrahydro-[1,4]oxazino[2,3-f]isoindol-7(2H)-yl)piperidine-2,6-dione OC[C@@H]1CN(C=2C(=CC=3CN(C(C3C2)=O)[C@@H]2C(NC(CC2)=O)=O)O1)C